4-(4-(3-acrylamidophenoxy)-6-aminopyrimidin-5-yl)-N-phenyl-benzamide C(C=C)(=O)NC=1C=C(OC2=NC=NC(=C2C2=CC=C(C(=O)NC3=CC=CC=C3)C=C2)N)C=CC1